C(=O)(O)C=1C=C(C=CC1C(=O)O)C=1SC(=CC1)C1=CC(=C(C=C1)C(=O)O)C(=O)O 2,5-bis-(3,4-dicarboxyphenyl)thiophene